NC(CCC1CC1)(C1=CC=NC=C1)C=1C=CC(=C(C1)NC(=O)[C@@H]1N(C[C@@H](C1)OC)C(=O)C1=CC=C2C=CNC2=C1)F (2r,4r)-N-(5-((+)-1-amino-3-cyclopropyl-1-(pyridin-4-yl)propyl)-2-fluorophenyl)-1-(1H-indole-6-carbonyl)-4-methoxypyrrolidine-2-carboxamide